ClC1=C(C=CC=C1C1=CC=C(C(=N1)OC)CN1CC2(C1)NC(NC2)=O)C2=C(C(=CC=C2)NC=2C1=C(N=C(N2)C)C=CC=N1)C 2-((6-(2-chloro-2'-methyl-3'-((2-methylpyrido[3,2-d]pyrimidin-4-yl)amino)-[1,1'-biphenyl]-3-yl)-2-methoxypyridin-3-yl)methyl)-2,5,7-triazaspiro[3.4]octan-6-one